C1(=CC(=CC=C1)C=1N=NN(C1)C1=CC=C(N)C=C1)C=1N=NN(C1)C1=CC=C(N)C=C1 4,4'-(1,3-phenylenebis(1H-1,2,3-triazole-4,1-diyl))dianiline